2-(3-bromophenyl)triphenylene BrC=1C=C(C=CC1)C1=CC=2C3=CC=CC=C3C3=CC=CC=C3C2C=C1